NC1=NC=CC=C1C1=NC=2C(=NC(=CC2)C=2C=NOC2C)N1C1=CC=C(CN2CCC(CC2)NC2=NC(=NC=C2)C#N)C=C1 4-((1-(4-(2-(2-aminopyridin-3-yl)-5-(5-methylisoxazol-4-yl)-3H-imidazo[4,5-b]pyridin-3-yl)benzyl)piperidin-4-yl)amino)pyrimidine-2-carbonitrile